[C@H]12COC[C@H](CC1)N2C2=NC(=NC1=C(C(=C(C=C21)Cl)C2=CC=C(C1=C2N=C(S1)N)F)F)OC[C@]12CCCN2C[C@@H](C1)F 4-(4-((1R,5S)-3-oxa-8-azabicyclo[3.2.1]octan-8-yl)-6-chloro-8-fluoro-2-(((2R,7aS)-2-fluorotetra-hydro-1H-pyrrolizin-7a(5H)-yl)methoxy)quinazolin-7-yl)-7-fluorobenzo[d]thiazol-2-amine